CC1=C(C=CC(=C1)NC(OC1=CC=CC=C1)=O)C1=CC=CC=C1 phenyl (2-methyl-[1,1'-biphenyl]-4-yl)carbamate